NCCCO[Si](OCC)(OCC)OCC γ-aminopropoxytriethoxysilane